N1(CCCCC1)C1=CC=C(C=C1)C1CNC(N1)=O 5-(4-(piperidin-1-yl)phenyl)imidazolidin-2-one